C(#N)C1(CCN(CC1)C=1C=C(C=2N(N1)C[C@H](N2)C)C(=O)N[C@H](C)C2=CC(=CC(=C2)C(F)(F)F)[N+](=O)[O-])C (R)-6-(4-cyano-4-methylpiperidin-1-yl)-2-methyl-N-((R)-1-(3-nitro-5-(trifluoromethyl)phenyl)ethyl)-2,3-dihydroimidazo[1,2-b]pyridazine-8-carboxamide